(S)-quinuclidin-3-yl (6-(3,4-difluorophenyl)-2,2-dimethyl-2,3-dihydro-1H-inden-1-yl)carbamat FC=1C=C(C=CC1F)C1=CC=C2CC(C(C2=C1)NC(O[C@@H]1CN2CCC1CC2)=O)(C)C